1,3,5-trihydroxytoluene OC1(C)CC(=CC(=C1)O)O